ethyl (Z)-4,4-difluoro-3-pyrrolidin-1-yl-but-2-enoate FC(/C(=C/C(=O)OCC)/N1CCCC1)F